CC1(OB(OC1(C)C)C1=CC=2C=3C4=C(C=CC3C3(C5=CC=CC=C5OC=5C=CC=CC35)C2C=C1)C=CC=C4)C 10-(4,4,5,5-tetramethyl-1,3,2-dioxaborolan-2-yl)spiro[benzo[c]fluorene-7,9'-xanthene]